C(C)(C)C1=C(C=CC=C1)C1=C(N=CC(=N1)NS(=O)(=O)C1=CC=CC=C1)C1=CC(=CC=C1)[C@H]1C[C@@H](CC1)OC(F)(F)F N-(6-(2-isopropylphenyl)-5-(3-((1R,3R)-3-(trifluoromethoxy)cyclopentyl)phenyl)pyrazin-2-yl)benzenesulfonamide